4-(imidazo[1,2-a]pyrazin-3-yl)-1-oxoisoindoline-2-carboxylate N=1C=C(N2C1C=NC=C2)C2=C1CN(C(C1=CC=C2)=O)C(=O)[O-]